C(C)(C)C1=CC=C(CNC(=O)C=2C=C3C(=C(N(C3=CC2)CC2=CC=C(C=C2)C=2C(=CC=CC2)C(=O)OC(C)(C)C)C)C)C=C1 tert-Butyl 4'-((5-(4-isopropylbenzylcarbamoyl)-2,3-dimethyl-1H-indol-1-yl)methyl)biphenyl-2-carboxylate